OC=1C=C2CC[C@H]([C@H](C2=CC1)C1=CC=C(C=C1)N1CCC(CC1)CN1CCN(CC1)C=1C=C2CN(C(C2=CC1)=O)[C@@H]1C(NC(CC1)=O)=O)C1=NC=CC=C1 (3S)-3-[5-[4-[[1-[4-[(1S,2R)-6-hydroxy-2-(2-pyridyl)tetralin-1-yl]phenyl]-4-piperidyl]methyl]piperazin-1-yl]-1-oxo-isoindolin-2-yl]piperidine-2,6-dione